(S)-(6,7-dichloro-1-methyl-9-(1-methyl-1H-pyrazol-3-yl)-1,3,4,5-tetrahydro-2H-pyrido[4,3-b]indol-2-yl)(5-methoxypyrimidin-2-yl)methanone ClC1=C(C=C(C=2C3=C(NC12)CCN([C@H]3C)C(=O)C3=NC=C(C=N3)OC)C3=NN(C=C3)C)Cl